ClC1=C(C=C(C(=C1)Cl)OC(C(F)F)(F)F)NC(=O)N[C@@H](C)C=1N(N=C(N1)C)C1=NC=CC=N1 1-[2,4-dichloro-5-(1,1,2,2-tetrafluoroethoxy)phenyl]-3-[(1S)-1-(5-methyl-2-pyrimidin-2-yl-1,2,4-triazol-3-yl)ethyl]urea